P(=O)(O)(O)O.C[N+](C)(C)CC(=O)[O-] trimethylglycine phosphate